1,3-dicarboxyl-2-methylmethylenecarboxylpropane C(=O)(O)C(C(CC(=O)O)=CC)C(=O)O